methyl (4S)-4-[[[3-(3,5-difluorophenyl)-5-methyl-4H-1,2-oxazol-5-yl]carbonyl]amino]cyclopentene-1-carboxylate FC=1C=C(C=C(C1)F)C1=NOC(C1)(C)C(=O)N[C@H]1CC=C(C1)C(=O)OC